3-azabicyclo[3.2.1]oct-3-yl-[3-bromo-1-(methylsulfanyl-methyl)pyrazolo[4,3-c]pyridin-6-yl]methanone C12CN(CC(CC1)C2)C(=O)C2=CC1=C(C=N2)C(=NN1CSC)Br